ClC=1C=C(C=CC1OC)C=1C=C2C=NN(C2=CC1)C=1C=C(C(=C(C1)O)F)C(F)(F)F 5-(5-(3-Chloro-4-methoxyphenyl)-1H-indazol-1-yl)-2-fluoro-3-(trifluoromethyl)phenol